NC(C(=O)O)CC1=CC=C(C=C1)C=1C=NN(C1)CCOC 2-amino-3-(4-(1-(2-methoxyethyl)-1H-pyrazol-4-yl)phenyl)propanoic acid